O=C1NC(CCC1OC=1C=CC(=NC1)N1CCN(CC1)CC1CCN(CC1)C1=CC=C(C=C1)NC1=NC=CC(=N1)C1=CC(=C(CNC(=O)N2CC(C2)OC(C)C)C=C1)C)=O N-(4-(2-((4-(4-((4-(5-((2,6-dioxopiperidin-3-yl)oxy)pyridin-2-yl)piperazin-1-yl)methyl)piperidin-1-yl)phenyl)amino)pyrimidin-4-yl)-2-methylbenzyl)-3-isopropoxyazetidine-1-carboxamide